tert-butyl-cumylperoxide C(C)(C)(C)OOC(C)(C)C1=CC=CC=C1